NC(C(=O)O)(CCCCB(O)O)C1CCN(CC1)CC1=CC(=C(C=C1)Cl)F 2-amino-6-borono-2-(1-(4-chloro-3-fluorobenzyl)piperidin-4-yl)hexanoic acid